tert-butyl rac-(2-(4-(((benzyloxy)carbonyl)amino)pyridin-2-yl)-1-methoxypropan-2-yl)carbamate C(C1=CC=CC=C1)OC(=O)NC1=CC(=NC=C1)[C@@](COC)(C)NC(OC(C)(C)C)=O |r|